C1(CC1)C1=C(C(=NO1)C1=C(C=CC=C1Cl)Cl)CO[C@H]1[C@@H]2CN([C@H](C1)C2)C2=CC=C(C(=O)OC(C)(C)C)C=C2 tert-butyl 4-[(1S,4S,5R)-5-[[5-cyclopropyl-3-(2,6-dichlorophenyl)-1,2-oxazol-4-yl]methoxy]-2-azabicyclo[2.2.1]heptan-2-yl]benzoate